O1CCC(CC1)CN1N=CC(=C1)C=1C=CC=2N(C1)N=CC2C#N 6-(1-((tetrahydro-2H-pyran-4-yl)methyl)-1H-pyrazol-4-yl)pyrazolo[1,5-a]pyridine-3-carbonitrile